CC1=C(C=C(C=C1)C)C1CC2C(N(OC2(C)C)C)C(C1)C 5-(2,5-dimethylphenyl)-1,3,3,7-tetramethyloctahydrobenzo[c]isoxazole